CC1(COC=2C1=NC(=CC2CNC2(CCC2)C)C(=O)OC)C methyl 3,3-dimethyl-7-(((1-methylcyclobutyl)amino)methyl)-2,3-dihydrofuro[3,2-b]pyridine-5-carboxylate